FC1=C(C=CC(=C1)F)C1=NC(=CN2C1=NC(=C(C2=O)F)C)[C@@H]2C[C@H](O[C@H](C2)C=2C=NN(C2)C)C 9-(2,4-difluorophenyl)-3-fluoro-2-methyl-7-((2R,4R,6R)-2-methyl-6-(1-methyl-1H-pyrazol-4-yl)tetrahydro-2H-pyran-4-yl)-4H-pyrazino[1,2-a]pyrimidin-4-one